tert-butyl (5RS)-3-oxo-2,3,5,6,7,8-hexahydro[1,2,4]triazolo[4,3-a]pyridine-5-carboxylate O=C1NN=C2N1[C@H](CCC2)C(=O)OC(C)(C)C |r|